1-(1-benzylpiperidin-4-yl)-3-phenyl-1,2-dihydropyridin-2-one hydrochloride Cl.C(C1=CC=CC=C1)N1CCC(CC1)N1C(C(=CC=C1)C1=CC=CC=C1)=O